C(N)(OCC(C1CCN(CC1)C1=NC=NC2=CC(=C(C=C12)OC)OC)C(C)(C)C)=O tert-butyl-(2-(1-(6,7-dimethoxy-quinazolin-4-yl) piperidin-4-yl) ethyl) carbamate